2,7-dibromo-9,9-di-hexadecyl-fluorene BrC1=CC=2C(C3=CC(=CC=C3C2C=C1)Br)(CCCCCCCCCCCCCCCC)CCCCCCCCCCCCCCCC